[Na+].FC(C(C(C(C(C(C(F)(F)F)(F)F)(F)F)(F)F)(F)F)(F)F)(S(=O)(=O)[O-])F perfluoro-1-heptanesulfonate sodium